perfluoro(8-cyano-5-methyl-3,6-dioxaoctene) FC(=C(OC(C(OC(C(C#N)(F)F)(F)F)(C(F)(F)F)F)(F)F)F)F